6-amino-4-hydroxy-4-(hydroxymethyl)-2,3-dimethyl-3,4-dihydroisoquinolin-1(2H)-one NC=1C=C2C(C(N(C(C2=CC1)=O)C)C)(CO)O